Cl.NC(CO)C(F)(F)F 2-amino-3,3,3-trifluoropropan-1-ol hydrochloride